FC(C(=O)Cl)(CC(=O)Cl)F 2,2-difluoro-succinyl chloride